ethyl caprate O(C(=O)CCCCCCCCC)CC